BrC1=C2C(=CN=C1)SN=C2 4-bromoisothiazolo[5,4-c]pyridine